ClC=1C=C(C=CC1Cl)CNC(=O)C1CN(C(C1)=O)CC(C)C N-[(3,4-dichlorophenyl)methyl]-1-(2-methylpropyl)-5-oxopyrrolidine-3-carboxamid